(1,1,1,3,3,3-hexafluoropropan-2-yl)urea FC(C(C(F)(F)F)NC(=O)N)(F)F